C(C)N1C(=NN(C1=O)C1=NC(=C(C(=O)NC=2C(=NN(C2C)C)C)C=C1F)O[C@H](C(F)(F)F)C)CO (S)-6-(4-Ethyl-3-(hydroxymethyl)-5-oxo-4,5-dihydro-1H-1,2,4-triazol-1-yl)-5-fluoro-2-((1,1,1-trifluoropropan-2-yl)oxy)-N-(1,3,5-trimethyl-1H-pyrazol-4-yl)nicotinamide